FC1([C@@H](O[C@@H]([C@H]1O)CO)N1C(N=C(C=C1)NP1(OCCC(O1)C1=CC=C(C=C1)OC)=O)=O)F 1-((2R,4R,5R)-3,3-difluoro-4-hydroxy-5-(hydroxymethyl)tetrahydrofuran-2-yl)-4-((4-(4-methoxyphenyl)-2-oxido-1,3,2-dioxaphosphinan-2-yl)amino)pyrimidin-2(1H)-one